FC=1C=C(C=CC1)C1=CC(=C(S1)C(=O)N1CC2(C1)CNC2)NC(=O)N 1-(5-(3-fluorophenyl)-2-(2,6-diazaspiro[3.3]heptane-2-carbonyl)thiophen-3-yl)urea